ClC=1C=CC(=C(C(=O)O)C1)NC1=C(C=NC2=CC=C(C=C12)Cl)C1=CCC(CC1)(F)F 5-chloro-2-[[6-chloro-3-(4,4-difluorocyclohexen-1-yl)-4-quinolyl]amino]benzoic acid